C(=O)C1CCN(CC1)C1=CC=C(C=C1)C1=C(CCCC2=C1C=CC(=C2)C(=O)O)C2=CC=C(C=C2)SC(F)(F)F 5-[4-(4-formyl-1-piperidyl)phenyl]-6-[4-(trifluoromethylsulfanyl)phenyl]-8,9-dihydro-7H-benzo[7]annulene-2-carboxylic acid